FCCCN1CC(C1)CC1=CC=C(C=C1)C1=C(CCCC2=C1C=CC=C2)C2=C(C=C(C=C2C)C)C 9-(4-((1-(3-Fluoropropyl)azetidin-3-yl)methyl)phenyl)-8-mesityl-6,7-dihydro-5H-benzo[7]annulen